N-ethyl-2-((1R,3s,5S)-3-(methyl(4-((5-methyl-1H-pyrazol-3-yl)amino)-6-(tetrahydrofuran-2-yl)pyrimidin-2-yl)amino)-9-azabicyclo[3.3.1]nonan-9-yl)acetamide C(C)NC(CN1[C@H]2CC(C[C@@H]1CCC2)N(C2=NC(=CC(=N2)NC2=NNC(=C2)C)C2OCCC2)C)=O